N1-cyclobutyl-N1-(2-methoxyethyl)ethane-1,2-diamine C1(CCC1)N(CCN)CCOC